5-(3-{2,6-dimethyl-4-[5-(trifluoromethyl)-1,2,4-oxadiazol-3-yl]phenoxy}propyl)isoxazole-3-carboxamide CC1=C(OCCCC2=CC(=NO2)C(=O)N)C(=CC(=C1)C1=NOC(=N1)C(F)(F)F)C